NC1=CC=C(OC2=CC(=C(N)C=C2)OC)C=C1 4-(4-aminophenoxy)-2-methoxyaniline